3-ethyl-5-fluoro-6-methoxy-2-(5-methoxy-[2,2'-bipyrimidin]-4-yl)isoindolin-1-one C(C)C1N(C(C2=CC(=C(C=C12)F)OC)=O)C1=NC(=NC=C1OC)C1=NC=CC=N1